CC1(OCC(CO1)OCC(COC1COC(OC1)(C)C)(COC1COC(OC1)(C)C)NC(OCC1=CC=CC=C1)=O)C Benzyl (1,3-bis((2,2-dimethyl-1,3-dioxan-5-yl)oxy)-2-(((2,2-dimethyl-1,3-dioxan-5-yl)oxy)methyl) propan-2-yl)carbamate